NC1=C(C#N)C=C(C(=C1)OC1CC1)O[C@@H](C)C1=NC=CC=N1 (S)-2-amino-4-cyclopropoxy-5-(1-(pyrimidin-2-yl)ethoxy)benzonitrile